Cl.Cl.C(C)C1CN(CCN1)C1=CC=C(N=N1)C1=NC=C(C=C1O)C1=CC2=CN(N=C2C(=C1)F)C 2-[6-(3-ethylpiperazin-1-yl)pyridazin-3-yl]-5-(7-fluoro-2-methyl-2H-indazol-5-yl)pyridin-3-ol dihydrochloride